5-((triisopropylsilyl)ethynyl)naphthalene C(C)(C)[Si](C(C)C)(C(C)C)C#CC1=C2C=CC=CC2=CC=C1